ClC1=CC=C(C=C1)C1=CC(=CC=C1)[C@H](C(=O)N1CC2=C(CCC1)N=C(NC2=O)C2(CC2)C2=CC(=CC=C2)Cl)O (R)-6-(2-(4'-chloro-[1,1'-biphenyl]-3-yl)-2-hydroxyacetyl)-2-(1-(3-chlorophenyl)cyclopropyl)-3,5,6,7,8,9-hexahydro-4H-pyrimido[5,4-c]azepin-4-one